FC(C(C(=O)O)C1=C(C=C(C=C1)C(F)(F)F)F)F β,β,2-trifluoro-4-(trifluoromethyl)-phenylpropionic acid